(S)-2-((((9H-fluoren-9-yl)methoxy)carbonyl)amino)-3-(5-chloro-2-cyclobutoxyphenyl)propanoic acid C1=CC=CC=2C3=CC=CC=C3C(C12)COC(=O)N[C@H](C(=O)O)CC1=C(C=CC(=C1)Cl)OC1CCC1